C(C=1C(C(=O)O)=CC=CC1)(=O)O.C(C(=C)C)(=O)OCC1CO1 glycidyl methacrylate phthalate